tert-Butyl 3-(5-formyl-7-(thiazol-4-yl)-4-(trifluoromethoxy)benzo[d]oxazol-2-yl)-3,6-diazabicyclo[3.1.1]heptane-6-carboxylate C(=O)C=1C=C(C2=C(N=C(O2)N2CC3N(C(C2)C3)C(=O)OC(C)(C)C)C1OC(F)(F)F)C=1N=CSC1